CN1N=C(C=C1)C1=NN2C(N=C(C=C2N2CCOCC2)N2N=C(C=C2)C2=CC=CC=C2)=C1 4-[2-(1-methylpyrazol-3-yl)-5-(3-phenylpyrazol-1-yl)pyrazolo[1,5-a]pyrimidin-7-yl]morpholine